C1(=CC=C(C=C1)C1=NC2=C(C(O1)=O)C=CC=C2)C2=NC1=C(C(O2)=O)C=CC=C1 2,2'-p-phenylenebis(3,1-benzoxazine-4-one)